C1(CC1)C(=O)N1CC(CCC1)NC1=NC=CC(=N1)N1C(=NC2=C1CN(C2)C(=O)N)C2=CC(=C(C=C2)Cl)Cl 1-(2-((1-(cyclopropanecarbonyl)piperidin-3-yl)amino)pyrimidin-4-yl)-2-(3,4-dichlorophenyl)-4,6-dihydropyrrolo[3,4-d]imidazole-5(1H)-carboxamide